C1=CN(NN1[N+](=O)[O-])[N+](=O)[O-] 1,3-dinitrotriazole